OC(=O)C(F)(F)F.C(C)(=O)C1=CN(C2=CC=C(C=C12)N1CCNCC1)CC(=O)OC(C)(C)C tert-Butyl 2-(3-acetyl-5-(piperazin-1-yl)-1H-indol-1-yl)acetate TFA Salt